pimelic acid bis(2,5-dioxopyrrolidin-1-yl) ester O=C1N(C(CC1)=O)OC(CCCCCC(=O)ON1C(CCC1=O)=O)=O